C(C)(C)(C)OC(=O)N1CC2=C(N=C(N=C2)NCCC2=CC=CC=C2)CC1 2-(Phenethylamino)-7,8-dihydropyrido[4,3-d]pyrimidine-6(5H)-carboxylic acid tert-butyl ester